ethyl (R)-3-(2-bromopyridin-4-yl)-3-(((S)-tert-butylsulfinyl)amino)propanoate BrC1=NC=CC(=C1)[C@@H](CC(=O)OCC)N[S@@](=O)C(C)(C)C